4-[(1S)-1-{[8-(2,2-dimethylpropyl)-7-oxo-pyrido[2,3-d]pyrimidin-2-yl]amino}ethyl]benzoic acid methyl ester COC(C1=CC=C(C=C1)[C@H](C)NC=1N=CC2=C(N1)N(C(C=C2)=O)CC(C)(C)C)=O